2-[1-[2-(4,4-Dimethyl-1-piperidyl)-6-methyl-4-oxo-chromen-8-yl]ethylamino]-4,6-difluoro-benzoic acid CC1(CCN(CC1)C=1OC2=C(C=C(C=C2C(C1)=O)C)C(C)NC1=C(C(=O)O)C(=CC(=C1)F)F)C